(R)-N-(3-chloro-2-methyl-4-(N-(1-(piperidin-4-yl)eth-yl)sulfamoyl)phenyl)-2-methylbenzamide ClC=1C(=C(C=CC1S(N[C@H](C)C1CCNCC1)(=O)=O)NC(C1=C(C=CC=C1)C)=O)C